BOC-L-O-Methylserine Methyl Ester COC([C@@H](NC(=O)OC(C)(C)C)COC)=O